racemic-1-(1H-pyrazolo[4,3-c]pyridin-6-yl)spiro[2.2]pentane N1N=CC=2C=NC(=CC21)[C@@H]2CC21CC1 |r|